tert-butyl 2-(2-(3-(((S)-2-((S)-2-acetamido-6-(tert-butoxy)-6-oxohexanamido)-4-phenylbutanamido)methyl)-4-methylphenoxy)ethyl)morpholine-4-carboxylate C(C)(=O)N[C@H](C(=O)N[C@H](C(=O)NCC=1C=C(OCCC2CN(CCO2)C(=O)OC(C)(C)C)C=CC1C)CCC1=CC=CC=C1)CCCC(=O)OC(C)(C)C